2-[(4Z)-4-[(6-chloro-1H-indol-3-yl)methylene]-2,5-dioxoimidazolidin-1-yl]-2-(4-cyanophenyl)ethoxyl-phosphonic acid ClC1=CC=C2C(=CNC2=C1)\C=C\1/NC(N(C1=O)C(COP(O)(O)=O)C1=CC=C(C=C1)C#N)=O